CP(=O)(C)C1=C(C=CC(=C1)C(F)(F)F)NC1=NC(=NC=C1C(F)(F)F)NC1CNCCC1 N4-[2-(dimethylphosphoryl)-4-(trifluoromethyl)phenyl]-N2-(piperidin-3-yl)-5-(trifluoromethyl)pyrimidine-2,4-diamine